C(C)(=O)N1C[C@@H](CC1)NC=1N=CC(=NC1OC)C1=CNC2=C(C=CC=C12)C#N 3-(5-[[(3R)-1-acetylpyrrolidin-3-yl]amino]-6-methoxypyrazin-2-yl)-1H-indole-7-carbonitrile